1-[[3-[1-[6-(3-cyclopropyl-1H-1,2,4-triazol-5-yl)-2-azaspiro[3.3]heptane-2-carbonyl]azetidin-3-yl]-1-bicyclo[1.1.1]pentanyl]methyl]-4-(trifluoromethyl)-2-pyridone C1(CC1)C1=NNC(=N1)C1CC2(CN(C2)C(=O)N2CC(C2)C23CC(C2)(C3)CN3C(C=C(C=C3)C(F)(F)F)=O)C1